6-Bromo-3-((S)-4-(((R)-tert-butylsulfinyl)amino)-4,6-dihydrospiro[cyclopenta[d]thiazole-5,4'-piperidine]-1'-yl)pyrazine-2-carboxamide BrC1=CN=C(C(=N1)C(=O)N)N1CCC2(CC1)CC1=C(N=CS1)[C@H]2N[S@](=O)C(C)(C)C